(2S)-2-(9H-fluoren-9-yl-methoxycarbonylamino)-3-(2-methoxyphenyl)propanoic acid C1=CC=CC=2C3=CC=CC=C3C(C12)N([C@H](C(=O)O)CC1=C(C=CC=C1)OC)C(=O)OC